C(C)(C)(C)N(C([O-])=O)C1(CCN(CC1)C1=NC=C(C=2N1C=NN2)C2=C(C(=CC=C2)Cl)Cl)C.C=2(C(=CC=CC2)S(=O)(=O)O)S(=O)(=O)O.[Na+] sodium benzenedisulfonate tert-butyl-(1-(8-(2,3-dichlorophenyl)-[1,2,4]triazolo[4,3-c]pyrimidin-5-yl)-4-methylpiperidine-4-yl)carbamate